P(=O)(O)(O)OCC(C(=O)O)O.P(=O)(O)(O)OCC(C(=O)O)O 3-phosphoglyceric acid (3-phosphoglycerate)